BrC1=CC=2C(C3=CC(=CC=C3OC2C=C1)Br)(C)C 2,7-dibromo-9,9-dimethylxanthene